The molecule is a tetrahydroxyflavanone that is (2S)-flavanone substituted by hydroxy groups at positions 5, 7, 3' and 4' and a 6-hydroxy-3,7-dimethylocta-2,7-dienyl group at position 6. Isolated from Macaranga tanarius, it exhibits antineoplastic and radical scavenging activities. It has a role as a metabolite, a radical scavenger and an antineoplastic agent. It is a tetrahydroxyflavanone, a secondary alcohol and a member of 4'-hydroxyflavanones. CC(=C)C(CC/C(=C/CC1=C(C2=C(C=C1O)O[C@@H](CC2=O)C3=CC(=C(C=C3)O)O)O)/C)O